ethyl (2S,3R)-2,3-dihydroxy-4-methoxybutanoate O[C@H](C(=O)OCC)[C@@H](COC)O